C(C)(C)(C)C=1C=C(C=CC1)NC1=C(C=CC=C1C1=CC=CC=C1)C1=CC=CC=C1 N-(3-(tert-butyl)phenyl)-[1,1':3',1''-terphenyl]-2'-amine